[Si](C)(C)(C(C)(C)C)NC(CN(C)C)(C)C (t-butyldimethylsilyl)(2-dimethylamino-1,1-dimethylethyl)amine